ClC=1C=C2C=C(NC2=CC1OCC=1N=CSC1)CNC(=O)[C@@H]1[C@@H](C1)F (1R,2R)-N-((5-chloro-6-(thiazol-4-ylmethoxy)-1H-indol-2-yl)methyl)-2-fluorocyclopropane-1-carboxamide